[Si](C)(C)(C(C)(C)C)OCCCCCCCCO 8-((tert-butyldimethylsilyl)oxy)octan-1-ol